tert-butyl (1R,2S)-2-[1-(tert-butoxycarbonyl)-3-([3-methoxy-1-[2-(oxan-2-yloxy)ethyl]pyrazol-4-yl]amino)indazol-6-yl]-5'-methoxy-2'-oxospiro[cyclopropane-1,3'-indole]-1'-carboxylate C(C)(C)(C)OC(=O)N1N=C(C2=CC=C(C=C12)[C@@H]1C[C@@]12C(N(C1=CC=C(C=C21)OC)C(=O)OC(C)(C)C)=O)NC=2C(=NN(C2)CCOC2OCCCC2)OC